C1(CC2C(CC1)O2)C=C(C(=O)OC)C methyl 3,4-epoxycyclohexylmethacrylate